Cl.ClC1=CC(=C(C=C1)[C@H](C(F)(F)F)OC=1C2=C(N=CN1)C(=CS2)C2=CCC1(CC(NC1)C(=O)O)CC2)N2N=C(C=C2)C 8-(4-((R)-1-(4-chloro-2-(3-methyl-1H-pyrazol-1-yl)phenyl)-2,2,2-trifluoroethoxy)thieno[3,2-d]pyrimidin-7-yl)-2-azaspiro[4.5]dec-7-ene-3-carboxylic acid hydrochloride